OC1(CCN(CC1)C(=O)OCC1=CC=CC=C1)CS(=O)(=O)C1CCC2(CC(CO2)N2C=NC3=CC=C(C=C3C2=O)O)CC1 benzyl 4-hydroxy-4-[[3-(6-hydroxy-4-oxo-quinazolin-3-yl)-1-oxaspiro[4.5]decan-8-yl]sulfonylmethyl]piperidine-1-carboxylate